methyl 2-(hydroxymethyl)-1H-benzo[d]imidazole-4-carboxylate OCC1=NC2=C(N1)C=CC=C2C(=O)OC